(1,4-diazepan-1-yl)-1-(4-methoxybenzyl)-3-methyl-1,3-dihydro-2H-benzo[d]imidazol-2-one trifluoroacetate FC(C(=O)O)(F)F.N1(CCNCCC1)C1=CC=CC=2N(C(N(C21)C)=O)CC2=CC=C(C=C2)OC